3-phenyl-1H-pyrrole-2-carboxylate C1(=CC=CC=C1)C1=C(NC=C1)C(=O)[O-]